3,6-dimethyl-2-morpholino-8-[(1R)-1-(2-nitroanilino)ethyl]quinazolin-4-one CN1C(=NC2=C(C=C(C=C2C1=O)C)[C@@H](C)NC1=C(C=CC=C1)[N+](=O)[O-])N1CCOCC1